N'-(allyloxy)-3-bromo-5,6-dimethylpyridazine-4-carboximidamide C(C=C)ON=C(N)C1=C(N=NC(=C1C)C)Br